N1=CC(=CC=C1)/C=C/C1=NC2=CC=CC=C2C(=N1)N1CCC(CC1)CCP(O)(O)=O (E)-(2-(1-(2-(2-(pyridin-3-yl)vinyl)quinazolin-4-yl)piperidin-4-yl)ethyl)phosphonic acid